[(2R,3S,5R)-5-(6-Amino-2-fluoro-purin-9-yl)-2-ethynyl-2-[(4-nitrophenoxy)carbonyloxymethyl] tetrahydrofuran-3-yl] (4-nitrophenyl) carbonate C(O[C@@H]1[C@](O[C@H](C1)N1C2=NC(=NC(=C2N=C1)N)F)(COC(=O)OC1=CC=C(C=C1)[N+](=O)[O-])C#C)(OC1=CC=C(C=C1)[N+](=O)[O-])=O